C(#N)N1C[C@@H](CC1)NC(C1=NC=C(C=C1F)C=1C=C2C(=NC1)N(C=C2)C)=O (R)-N-(1-cyanopyrrolidin-3-yl)-3-fluoro-5-(1-methyl-1H-pyrrolo[2,3-b]pyridin-5-yl)picolinamide